C(C)OC(\C=C\C1=C(C=C(C=C1F)Br)F)=O (E)-3-(4-bromo-2,6-difluoro-phenyl)-acrylic acid ethyl ester